FC1=C(C(=O)N[C@@H](C(N2CCC3(CC2)C(CNCC3)C=3C=NC=CC3)=O)C(C)C)C=C(C=C1)C(F)(F)F 2-fluoro-N-((2R)-3-methyl-1-oxo-1-(7-(pyridin-3-yl)-3,9-diazaspiro[5.5]undecan-3-yl)butan-2-yl)-5-(trifluoromethyl)benzamide